FC1=C(C(=CC=C1)F)C1=CC=CC2=C1C(=NO2)N2C(N1C(=C2C)C[C@@H](C1)NS(=O)(=O)CC)=O N-{(6S)-2-[4-(2,6-difluorophenyl)-1,2-benzoxazol-3-yl]-1-methyl-3-oxo-2,5,6,7-tetrahydro-3H-pyrrolo[1,2-c]imidazol-6-yl}ethanesulfonamide